BrCC=1C=C(COC=2C=C(C=CC2)C(C)O)C=CC1 1-(3-((3-(bromomethyl)benzyl)oxy)phenyl)ethane-1-ol